4-(Benzothien-5-yl)morpholine S1C=CC2=C1C=CC(=C2)N2CCOCC2